C(C)(C)N(C1=CC2=C(C(=N1)COC(NC)=O)CN(C2=O)C2=NC(=CC=C2)C2=NN=CN2C2=CC=C(C=C2)OC)C ((6-(isopropyl(methyl)amino)-2-(6-(4-(4-methoxyphenyl)-4H-1,2,4-triazol-3-yl)pyridin-2-yl)-1-oxo-2,3-dihydro-1H-pyrrolo[3,4-c]pyridin-4-yl)methyl)(methyl)carbamate